(7S)-3-(1H-Indol-7-yl)-2,7-dimethyl-5,7-dihydro-4H-pyrazolo[3,4-c]pyridin N1C=CC2=CC=CC(=C12)C=1N(N=C2[C@@H](NCCC21)C)C